FC1CN(C1)C(=O)NC1=CC(=C(C=C1)F)N1N=C2N=CC(=CC2=C1)N1C2COC(C1)CC2 3-fluoro-N-[4-fluoro-3-(5-{2-oxa-5-azabicyclo[2.2.2]oct-5-yl}-2H-pyrazolo[3,4-b]pyridin-2-yl)phenyl]azetidine-1-carboxamide